O-(tert-butyl) S-(3-(triethoxy silyl)propyl) carbonothioate C(OC(C)(C)C)(SCCC[Si](OCC)(OCC)OCC)=O